2-Methyl-6-{2-[(piperidin-4-yl)oxy][1,3]thiazolo[4,5-c]pyridin-6-yl}imidazo[1,2-a]pyridin-8-carbonitril-Hydrochlorid Cl.CC=1N=C2N(C=C(C=C2C#N)C2=CC3=C(C=N2)N=C(S3)OC3CCNCC3)C1